FC=1C=C(C=C(C1CN1N=NN=C1C1=CC=C(C=C1)S(F)(F)(F)(F)F)F)C(=O)NO 3,5-difluoro-4-[[5-[4-(pentafluoro-lambda6-sulfanyl)phenyl]tetrazol-1-yl]methyl]benzenecarbohydroxamic acid